(S)-1-(2-isopropyl-4-methylpyridin-3-yl)-4-(2-methylpiperazin-1-yl)-2-oxo-7-(2,3,4-trifluorophenyl)-1,2-dihydropyrido[2,3-d]pyrimidine-6-carbonitrile C(C)(C)C1=NC=CC(=C1N1C(N=C(C2=C1N=C(C(=C2)C#N)C2=C(C(=C(C=C2)F)F)F)N2[C@H](CNCC2)C)=O)C